O=C([C@H](CC(OCCCCCCCCCCCC)=O)NC(CCC(=O)O)=O)OCCCCCCCCCCCC (S)-4-((1,4-dioxo-1,4-bis(dodecyloxy)butan-2-yl)amino)-4-oxobutanoic acid